C(#C)C1(CC1)CF 1-ethynyl-1-(fluoromethyl)cyclopropane